2,3-dimyristoleoyloxy-N,N'-dimethyl-1,4-diaminobutane C(CCCCCCC\C=C/CCCC)(=O)OC(CNC)C(CNC)OC(CCCCCCC\C=C/CCCC)=O